4-bromo-6-methoxypyridine-3-carbaldehyde BrC1=C(C=NC(=C1)OC)C=O